The molecule is a hydracid and a one-carbon compound. It is a conjugate acid of a selenocyanate. It is a tautomer of an isoselenocyanic acid. C(#N)[Se]